2,2'-[[3-(4-hydroxybutoxy)phenyl]azetidine-diyl]diethanol OCCCCOC=1C=C(C=CC1)C1(N(CC1)CCO)CCO